C1(=CC(=CC=C1)CN1C(C=CC1=O)=O)CN1C(C=CC1=O)=O 1,1'-(benzene-1,3-diyldimethanediyl)bis(1H-pyrrole-2,5-dione)